tert-butyl (R)-(1-(6-(3-(4-(6-(1H-pyrazol-1-yl)pyrazin-2-yl)-1H-1,2,3-triazol-1-yl)oxetan-3-yl)pyridin-3-yl)piperidin-3-yl)(cyclobutylmethyl)carbamate N1(N=CC=C1)C1=CN=CC(=N1)C=1N=NN(C1)C1(COC1)C1=CC=C(C=N1)N1C[C@@H](CCC1)N(C(OC(C)(C)C)=O)CC1CCC1